C(C)(C)(C)OC(=O)N1CCC(=CC1)C1=CC(=C(C2=C1OCO2)N)C(=O)O 7-(1-(tert-Butoxycarbonyl)-1,2,3,6-tetrahydropyridin-4-yl)-4-aminobenzo[d][1,3]dioxolane-5-carboxylic acid